1-(6-(1,3-dimethyl-1H-pyrazol-4-yl)pyrazin-2-yl)-4-(4-fluorophenyl)piperidin-4-ol CN1N=C(C(=C1)C1=CN=CC(=N1)N1CCC(CC1)(O)C1=CC=C(C=C1)F)C